4-(3-hydroxy-4-(6-(methyl(2,2,6,6-tetramethylpiperidin-4-yl)amino)pyridazin-3-yl)phenyl)pyridin-2-ol OC=1C=C(C=CC1C=1N=NC(=CC1)N(C1CC(NC(C1)(C)C)(C)C)C)C1=CC(=NC=C1)O